tertbutyl (S)-4-oxo-2-phenylpiperidine-1-carboxylate O=C1C[C@H](N(CC1)C(=O)OC(C)(C)C)C1=CC=CC=C1